C(C)(C)(C)OC(=O)N1[C@@H](CCC1)C1=C2CCN(CC2=CC(=C1)Cl)C(=O)C1(CC1)O (S)-2-(7-Chloro-2-(1-hydroxycyclopropanecarbonyl)-1,2,3,4-tetrahydroisoquinolin-5-yl)pyrrolidine-1-carboxylic acid tert-butyl ester